FC=1C=C2C(C(NC2=CC1)=O)=NN=C1SCC(N1C1=CC(=CC=C1)C(C)C)=O 5-fluoro-3-(2-(3-(3-isopropylphenyl)-4-oxo-thiazolidine-2-ylidene)hydrazono)indol-2-one